5-fluoro-4-methyl-2,3-dihydropyridine-1,4-dicarboxylic acid 1-tert-butyl 4-ethyl ester C(C)OC(=O)C1(CCN(C=C1F)C(=O)OC(C)(C)C)C